1-methyl-6-(piperidin-4-yl)-1H-indazol CN1N=CC2=CC=C(C=C12)C1CCNCC1